dimethyl(4-(prop-2-yn-1-ylamino)-3-(1H-pyrazol-5-yl)phenyl)phosphine oxide CP(C1=CC(=C(C=C1)NCC#C)C1=CC=NN1)(C)=O